ClC1=NC=CC(=C1)CCC1(C=CC(O1)=O)C 5-(2-(2-chloropyridin-4-yl)ethyl)-5-methylfuran-2(5H)-one